NC1=NC=C(C2=C1C(=NN2CC[C@@H](C)NC(OC(C)(C)C)=O)Br)I tert-butyl N-[(1R)-3-(4-amino-3-bromo-7-iodo-pyrazolo[4,3-c]pyridin-1-yl)-1-methyl-propyl]carbamate